N=1N=C(N2C1C=CC=C2)[C@@H]2C[C@@H](CCC2)NC2=NC=C(C(=N2)C(CO)O)C(F)(F)F 1-[2-[[(1R,3S)-3-([1,2,4]triazolo[4,3-a]pyridin-3-yl)cyclohexyl]amino]-5-(trifluoromethyl)pyrimidin-4-yl]ethane-1,2-diol